[Sn].[Si] Silicon tin